FCOC1=C(C=CC(=C1)S(=O)(=O)C)NCC#CC=1N(C2=CC=CC(=C2C1)NC1CCC(CC1)N(C)CCOC)CC(F)(F)F (1R,4R)-N1-(2-(3-((2-(fluoromethoxy)-4-(methylsulfonyl)phenyl)amino)prop-1-yn-1-yl)-1-(2,2,2-trifluoroethyl)-1H-indol-4-yl)-N4-(2-methoxyethyl)-N4-methylcyclohexane-1,4-diamine